azobis[2-(5-methyl-2-imidazolin-2-yl)propane] N(=NCC(C)C=1NC(CN1)C)CC(C)C=1NC(CN1)C